C([C@@H]1[C@@H]([C@@H]([C@H]([C@@H](O1)O)O)O)O)O The molecule is a D-galactopyranose having beta-configuration at the anomeric centre. It has a role as an epitope and a mouse metabolite. It is an enantiomer of a beta-L-galactose.